BrC=1C=CC=2N(C1OC(C)C)N=C(N2)N 6-bromo-5-isopropoxy-[1,2,4]triazolo[1,5-a]pyridin-2-amine